bicyclo[4.2.0]octa-1,3,5-triene-3-amine C12=CC(=CC=C2CC1)N